BrC1=CC=C(C=C1)C1=CC(=C(C(=C1)C)N)F 4'-bromo-3-fluoro-5-methyl-[1,1'-biphenyl]-4-amine